(R)-5-methyl-2-(4-((1-methylpiperidin-3-yl)amino)phthalazin-1-yl)benzamide CC=1C=CC(=C(C(=O)N)C1)C1=NN=C(C2=CC=CC=C12)N[C@H]1CN(CCC1)C